tert-Butyl (3-((3-((3-carbamoyl-5-ethyl-6-((tetrahydro-2H-pyran-4-yl)amino)pyrazin-2-yl)amino)-5-methoxyphenethyl)amino)-3-oxopropyl)(methyl)carbamate C(N)(=O)C=1C(=NC(=C(N1)CC)NC1CCOCC1)NC=1C=C(CCNC(CCN(C(OC(C)(C)C)=O)C)=O)C=C(C1)OC